Cl.O=C1N(CCC(N1)=O)C1=CC(=C(C=C1)N1CCC(CC1)(O)CC(=O)O)F 2-[1-[4-(2,4-dioxohexahydropyrimidin-1-yl)-2-fluoro-phenyl]-4-hydroxy-4-piperidyl]acetic acid hydrochloride